3-methyl-2-oxotetrahydrofuran-3-carbaldehyde CC1(C(OCC1)=O)C=O